2-bromo-N-methyl-6-nitro-4-(trifluoromethoxy)aniline BrC1=C(NC)C(=CC(=C1)OC(F)(F)F)[N+](=O)[O-]